6-(3,5-dimethoxybenzyl)-8-[3-(methoxymethyl)azetidin-1-yl]-3-(2-methylpropyl)pyrido[2,3-d][1,2,4]triazolo[4,3-b]pyridazine COC=1C=C(CC=2C3=C(C=4N(N2)C(=NN4)CC(C)C)N=CC(=C3)N3CC(C3)COC)C=C(C1)OC